FC1(CCC(CC1)NC1=NC(=NC(=C1)C(C)OCC)N1N=C(C=C1)C)F N-(4,4-difluorocyclohexyl)-6-(1-ethoxyethyl)-2-(3-methyl-1H-pyrazol-1-yl)pyrimidin-4-amine